1,3-bis(diisopropylphosphono)propane C(C)(C)OP(=O)(OC(C)C)CCCP(=O)(OC(C)C)OC(C)C